Methyl 3-(3-(3-chloro-4-phenoxyphenoxy)azetidin-1-yl)-2-(1H-pyrrol-1-yl)benzoate ClC=1C=C(OC2CN(C2)C=2C(=C(C(=O)OC)C=CC2)N2C=CC=C2)C=CC1OC1=CC=CC=C1